FC(C1=NN=C(O1)C=1C=NC(=NC1)N1C=NC2=C1C=C(C=C2C2=CC=CC=C2)N)F 5-(5-(difluoromethyl)-1,3,4-oxadiazol-2-yl)pyrimidin-2-yl-4-phenyl-1H-benzo[d]imidazol-6-amine